SCCC[SiH2]CCCS mercaptopropyl-3-mercapto-propyl-silane